C(C)(=O)N1CCC(CC1)NC1=NC=C(C(=N1)C=1C=C(C=CC1)N1C(C=CC=C1)=O)F 1-(3-(2-((1-acetylpiperidin-4-yl)amino)-5-fluoropyrimidin-4-yl)phenyl)pyridin-2(1H)-one